CC1=CC=C(CNC(=O)C=2N=NSC2NC(=O)N2CCN(CC2)C2=NC=CC=C2)C=C1 4-pyridin-2-yl-piperazine-1-carboxylic acid [4-(4-methyl-benzylcarbamoyl)-[1,2,3]thiadiazol-5-yl]-amide